3-bromo-N-(5-chloro-6-(4-hydroxyphenoxy)pyrimidin-4-yl)benzamide BrC=1C=C(C(=O)NC2=NC=NC(=C2Cl)OC2=CC=C(C=C2)O)C=CC1